5-(4'-chloro-1',2'-dihydrospiro[cyclopropane-1,3'-pyrrolo[2,3-b]pyridin]-5'-yl)-3-methyl-2-oxoindoline-3-carbonitrile ClC1=C2C(=NC=C1C=1C=C3C(C(NC3=CC1)=O)(C#N)C)NCC21CC1